C1(CCCC1)CN1C[C@@H](CCC1)N1C(NC2=C1C=C(C(=C2)C=2C=C(C=1N(C2)N=CN1)OC)CC)=O (R)-1-(1-(Cyclopentylmethyl)piperidin-3-yl)-6-ethyl-5-(8-methoxy-[1,2,4]triazolo[1,5-a]pyridin-6-yl)-1,3-dihydro-2H-benzo[d]imidazol-2-on